[4-(6-Aminopyridazin-3-yl)-piperidin-1-yl]-{4-[6-((R)-1-cyclopropyl-ethoxy)-pyridin-3-yl]-3-methoxy-phenyl}-methanon NC1=CC=C(N=N1)C1CCN(CC1)C(=O)C1=CC(=C(C=C1)C=1C=NC(=CC1)O[C@H](C)C1CC1)OC